C(C1=CC=CC=C1)OC(=O)NC(C)(C)C1=CC(=NC(=C1)C1=CC=C(C=C1)F)C(CNC(OC(C)(C)C)=O)(O)C1CC1 tert-butyl (2-(4-(2-(((benzyloxy)carbonyl)amino)propan-2-yl)-6-(4-fluorophenyl)pyridin-2-yl)-2-cyclopropyl-2-hydroxyethyl)carbamate